butenylidenediurea C(=CCC)(NC(=O)N)NC(=O)N